(S)-2-(3-((6-((1-(3-(tert-butyl)phenyl)ethyl)carbamoyl)-1,2-dimethyl-1H-indol-3-yl)methyl)phenoxy)acetic acid C(C)(C)(C)C=1C=C(C=CC1)[C@H](C)NC(=O)C1=CC=C2C(=C(N(C2=C1)C)C)CC=1C=C(OCC(=O)O)C=CC1